CN(C1CCN(CC1)C(=O)OC(C)(C)C)C=1N=NC(=CC1)C1=CC=C(C=2N=CSC21)C=2C=NN(C2)C2OCCCC2 Tert-butyl 4-[methyl(6-{4-[1-(oxan-2-yl)pyrazol-4-yl]-1,3-benzothiazol-7-yl}pyridazin-3-yl)amino]piperidine-1-carboxylate